C(C)(C)(C)OC(/C=C/C1=CC(=C(C(=O)OC)C=C1)C)=O methyl (E)-4-(3-(t-butoxy)-3-oxoprop-1-en-1-yl)-2-methylbenzoate